ClC=1C=C(C=NC1C1=NNN=C1)NC(=O)C=1C=NN(C1C(F)(F)F)C1=C2C=CC=NC2=CC=C1 N-(5-chloro-6-(2H-1,2,3-triazol-4-yl)pyridin-3-yl)-1-(quinolin-5-yl)-5-(trifluoromethyl)-1H-pyrazole-4-carboxamide